4-(5-((2-(5-Cyanopyridin-2-yl)-2-oxoethyl)thio)-1H-tetrazol-1-yl)benzoic acid C(#N)C=1C=CC(=NC1)C(CSC1=NN=NN1C1=CC=C(C(=O)O)C=C1)=O